[Na+].[Na+].[O-]P([O-])(=O)OP(=O)(O)OP(=O)(O)O triphosphate disodium salt